3-[[4-[(E)-3-[4-(1,2,4-Triazol-1-yl)phenyl]prop-2-enoyl]phenyl]sulfonylamino]propanoic acid N1(N=CN=C1)C1=CC=C(C=C1)/C=C/C(=O)C1=CC=C(C=C1)S(=O)(=O)NCCC(=O)O